CSC1=NC(=CC(=N1)NC(CO)C)C1=CC=CC=C1 2-((2-(Methylthio)-6-phenylpyrimidin-4-yl)amino)propan-1-ol